CC1=C(C=C2C=CC=NC2=C1)C(C)O 1-(7-methyl-6-quinolinyl)ethanol